Cl.NCC1C2CC(C(C1)C2)CN 2,5-bis(aminomethyl)bicyclo[2.2.1]heptane hydrochloride